FC=1C=C(CN2S(N(CC3=C2C=C(C=C3)C(=O)NCC3=C(C=C(C=C3F)F)F)C)(=O)=O)C=C(C1)F 1-(3,5-difluorobenzyl)-3-methyl-N-(2,4,6-trifluorobenzyl)-3,4-dihydro-1H-benzo[c][1,2,6]thiadiazine-7-carboxamide 2,2-dioxide